C(C#C)O Prop-2-yn-1-ol